Di-(4-methylbenzyl)oxalat CC1=CC=C(COC(C(=O)OCC2=CC=C(C=C2)C)=O)C=C1